3-(4-Chloro-3-fluorobenzyl)-3-methyl-2,3-dihydro-1H-pyrrolo[2,3-b]pyridine-6-carboxylic acid methyl ester COC(=O)C1=CC=C2C(=N1)NCC2(C)CC2=CC(=C(C=C2)Cl)F